C(C)(C)(C)OC(=O)N1C(CNCC1)C1=CC=C(C=C1)C=1C=2N(C=C(C1)Br)N=CC2C#N (4-(6-bromo-3-cyanopyrazolo[1,5-a]pyridin-4-yl)phenyl)piperazine-1-carboxylic acid tert-butyl ester